methyl 5-(1-(adamantan-1-ylmethyl)-5-methyl-1H-pyrazol-4-yl)-1-(6-(benzo[d]thiazol-2-ylamino) pyridazin-3-yl)-1H-indole-4-carboxylate C12(CC3CC(CC(C1)C3)C2)CN2N=CC(=C2C)C2=C(C=3C=CN(C3C=C2)C=2N=NC(=CC2)NC=2SC3=C(N2)C=CC=C3)C(=O)OC